C(C)C1=C(C=CC=C1)C1=CC=CC2=C1NC(=NS2(=O)=O)NCCOC 5-(2-ethylphenyl)-3-((2-methoxyethyl)amino)-4H-benzo[e][1,2,4]thiadiazine 1,1-dioxide